5-(1-naphthyl)acenaphthoquinone C1(=CC=CC2=CC=CC=C12)C1=CC=C2C(C(C=3C=CC=C1C32)=O)=O